1-(5-(2-chloro-5-hydroxyphenyl)-4-ethyl-6-phenylpyrimidin-2-yl)urea ClC1=C(C=C(C=C1)O)C=1C(=NC(=NC1C1=CC=CC=C1)NC(=O)N)CC